[C@H]12[C@H](NC[C@@H]2C1)C(=O)N1CCC(CC1)C(=O)C1=CN(C2=CN=CC=C21)C2=C(C(=O)N(C(C)C)CC)C=C(C=C2)F 2-(3-(1-((1S,2S,5R)-3-Azabicyclo[3.1.0]hexane-2-carbonyl)piperidine-4-carbonyl)-1H-pyrrolo[2,3-c]pyridin-1-yl)-N-ethyl-5-fluoro-N-isopropylbenzamide